C(C)(C)(C)OC([C@@H](CC=1SC(=CN1)C=O)[C@@H]1CN(CC1)C(=O)OC(C)(C)C)=O tert-butyl (R)-3-((S)-1-(tert-butoxy)-3-(5-formylthiazol-2-yl)-1-oxopropan-2-yl)pyrrolidine-1-carboxylate